C(C=C)(=O)N1C(CN(CC1)C1=NC(=NC=2CC(CCC12)N1C(CCC2=CC=CC=C12)=O)N1CC(C1)N(C)C)CC#N 2-(1-acryloyl-4-(2-(3-(dimethylamino)azetidin-1-yl)-7-(2-oxo-3,4-dihydroquinolin-1(2H)-yl)-5,6,7,8-tetrahydroquinazolin-4-yl)piperazin-2-yl)acetonitrile